NC1CN(CC(C1O)C)C1=C2C(=NC=C1NC(=O)C1=NC(=C(C=C1)F)C1=C(C=C(C=C1F)OC1COCCC1)F)OCC2 N-{4-[3-amino-4-hydroxy-5-methylpiperidin-1-yl]-2,3-dihydrofuro[2,3-b]pyridin-5-yl}-6-[2,6-difluoro-4-(tetrahydro-2H-pyran-3-yloxy)phenyl]-5-fluoropyridine-2-carboxamide